(R)-1-((4-hydroxy-1-(3-phenylbutyryl)piperidin-4-yl)methyl)-4-phenyl-[3,3'-bipyridinyl]-6(1H)-one OC1(CCN(CC1)C(C[C@@H](C)C1=CC=CC=C1)=O)CN1C=C(C(=CC1=O)C1=CC=CC=C1)C=1C=NC=CC1